C12C(C3CC(CC(C1)C3)C2)OC(=O)COC(=O)C2C3C=CC(C2)C3=O 5-(2-adamantyloxycarbonylmethyloxycarbonyl)-7-oxo-bicyclo[2.2.1]Hept-2-ene